5-isothiocyanato-3-methylthio-pyridine-2-carbonitrile N(=C=S)C=1C=C(C(=NC1)C#N)SC